(4-(1-Hydroxyethyl)indolin-1-ylsulfonyl)isoquinolin-1(2H)-one OC(C)C1=C2CCN(C2=CC=C1)S(=O)(=O)N1C(C2=CC=CC=C2C=C1)=O